4-[4-(5,5,8,8-Tetramethyl-6,7-dihydronaphthalen-2-yl)pyrimidin-2-yl]benzenecarboximidamide CC1(C=2C=CC(=CC2C(CC1)(C)C)C1=NC(=NC=C1)C1=CC=C(C=C1)C(N)=N)C